CN1CCN(CC1)C1=CC=C(C=C1)N1CN=C(C2=C1COC2)OC2=CC(=CC=C2)[N+](=O)[O-] N-(4-(4-methylpiperazin-1-yl)phenyl)-4-(3-nitrophenoxy)-5,7-dihydrofurano[3,4-d]pyrimidine